2-(2-Methoxyethoxy)ethyl-{[3-({5-[3-methyl-2,6-dioxo-4-(trifluoromethyl)-3,6-dihydropyrimidin-1(2H)-yl]-2-chloro-4-fluorophenyl}sulfanyl)-5-fluoropyridin-2-yl]oxy}acetat COCCOCCOC(COC1=NC=C(C=C1SC1=C(C=C(C(=C1)N1C(N(C(=CC1=O)C(F)(F)F)C)=O)F)Cl)F)=O